C1(CC1)C1=CC(=C(C2=C1N(N=N2)C)C)[C@@H](CC(=O)OC)C=2C=C(C1=C(C=CS1)C2)CN2C[C@H](OC1=C(C2)N=C(C=C1)O)CC methyl (3S)-3-(7-cyclopropyl-1,4-dimethyl-1H-benzotriazol-5-yl)-3-(7-{[(2R)-2-ethyl-7-hydroxy-2,3-dihydropyrido[2,3-f][1,4]oxazepin-4(5H)-yl]methyl}-1-benzothiophen-5-yl)propanoate